2-(4-butoxyphenyl)-2-[(2-piperidine-4-ylethyl)amino]-N-(2-pyridine-4-ylethyl)acetamid C(CCC)OC1=CC=C(C=C1)C(C(=O)NCCC1=CC=NC=C1)NCCC1CCNCC1